BrC=1C=C(C=C(C1)Br)CC#N 3,5-dibromophenylacetonitrile